ClC=1C=CC(=NC1)CN1C(=NC2=C1C=C(C=C2)F)N2C[C@H]([C@@H](CC2)F)N (3R,4R)-1-(1-((5-Chloro-2-pyridinyl)methyl)-6-fluoro-1H-benzimidazol-2-yl)-4-fluoro-3-piperidinamin